1-((1-((2-(3,5-dichlorophenyl)-6-((6-(4-(3-(methylsulfonyl)propyl)piperazin-1-yl)pyridin-3-yl)oxy)pyridin-4-yl)methyl)piperidin-4-yl)methyl)-3-methylurea ClC=1C=C(C=C(C1)Cl)C1=NC(=CC(=C1)CN1CCC(CC1)CNC(=O)NC)OC=1C=NC(=CC1)N1CCN(CC1)CCCS(=O)(=O)C